C(CCCCCCCCCCCCC)(=O)N[C@@H](CC(=O)O)C(=O)O N-myristoyl-L-aspartic acid